cobalt-iron-magnesium-aluminum [Al].[Mg].[Fe].[Co]